C(C)(C)(C)OC(=O)N1C(OC2C1CN(CC2)C2=C1C(=NC=C2N)C=CS1)=O 7-cis-5-(6-aminothieno[3,2-b]pyridin-7-yl)-2-oxohexahydro[1,3]oxazolo[4,5-c]pyridine-3(2H)-carboxylic acid tert-butyl ester